3,6-bis(5-bromo-2-thienyl)-2,5-bis(2-hexyldecyl)pyrrolo[3,4-c]pyrrole-1,4(2H,5H)-dione BrC1=CC=C(S1)C=1N(C(C2=C(N(C(C21)=O)CC(CCCCCCCC)CCCCCC)C=2SC(=CC2)Br)=O)CC(CCCCCCCC)CCCCCC